(S,Z)-3-(4-chlorophenyl)-N'-((2,4-difluorophenyl)sulfonyl)-4-phenyl-N-(2-sulfamoylethyl)-4,5-dihydro-1H-pyrazole-1-carboximidamide ClC1=CC=C(C=C1)C1=NN(C[C@@H]1C1=CC=CC=C1)\C(\NCCS(N)(=O)=O)=N/S(=O)(=O)C1=C(C=C(C=C1)F)F